6-chloro-N-ethoxy-4-((4-methoxy-2-(N-methylsulfonylamino)phenyl)amino)nicotinamide ClC1=NC=C(C(=O)NOCC)C(=C1)NC1=C(C=C(C=C1)OC)NS(=O)(=O)C